2-(2-hydroxy-2-adamantyl)acetic acid OC1(C2CC3CC(CC1C3)C2)CC(=O)O